The molecule is an L-alpha-amino acid that is the L-isomer of arginine. It has a role as a nutraceutical, a biomarker, a micronutrient, an Escherichia coli metabolite and a mouse metabolite. It is a glutamine family amino acid, a proteinogenic amino acid, an arginine and a L-alpha-amino acid. It is a conjugate base of a L-argininium(1+). It is a conjugate acid of a L-argininate. It is an enantiomer of a D-arginine. C(C[C@@H](C(=O)O)N)CN=C(N)N